C(C1=CC=CC=C1)OC1=C2CC(N(CC2=CC=C1OC)C=1OC2=C(N1)C(=CC=C2)Cl)C(=O)O 5-(benzyloxy)-2-(4-chlorobenzo[d]oxazol-2-yl)-6-methoxy-1,2,3,4-tetrahydroisoquinoline-3-carboxylic acid